3-methyl-2,4-heptanediol CC(C(C)O)C(CCC)O